(2S,3S,4R,5R)-3,4-dihydroxyl-N-(methyl-d3)-5-(6-((methyl-d3)-amino)-2-(5-(prop-1-yne-1-yl)pyridin-3-yl)-9H-purin-9-yl)tetrahydrofuran-2-carboxamide O[C@@H]1[C@H](O[C@H]([C@@H]1O)N1C2=NC(=NC(=C2N=C1)NC([2H])([2H])[2H])C=1C=NC=C(C1)C#CC)C(=O)NC([2H])([2H])[2H]